C(C)(C)(C)OC(=O)N1CCCC2=CC=C(N=C12)CCN1N=CC(=C1)C(N[C@@H](CC(=O)OCC)C=1C=NC(=CC1)OC)=O (S)-7-(2-(4-((3-ethoxy-1-(6-methoxypyridin-3-yl)-3-oxopropyl)carbamoyl)-1H-pyrazol-1-yl)ethyl)-3,4-dihydro-1,8-naphthyridine-1(2H)-carboxylic acid tert-butyl ester